N(=[N+]=[N-])C1CN(C2=CC=C(C=C12)Br)S(=O)(=O)C1=CC=C(C=C1)C 3-azido-5-bromo-1-(4-methylbenzenesulfonyl)indoline